C(C)(C)(C)C1N(CCC1OC1CCN(CC1)S(NC(C1=C(C=C(C(=C1)Cl)OCC1CCCC1)F)=O)(=O)=O)C(=O)OC(C(C)C)(C(C)C)CC1=NC=CC=C1 2,4-dimethyl-3-(pyridin-2-ylmethyl)pentan-3-ol tert-butyl-3-((1-(N-(5-chloro-4-(cyclopentylmethoxy)-2-fluorobenzoyl)sulfamoyl)piperidin-4-yl)oxy)pyrrolidine-1-carboxylate